(R)-1-(4-chloro-3-(trifluoromethyl)phenyl)-5-(5-(3,5-dimethylisoxazol-4-yl)-1-((1R,4R)-4-methoxycyclohexyl)-1H-benzo[d]imidazol-2-yl)-5-methylpyrrolidin-2-one ClC1=C(C=C(C=C1)N1C(CC[C@]1(C)C1=NC2=C(N1C1CCC(CC1)OC)C=CC(=C2)C=2C(=NOC2C)C)=O)C(F)(F)F